CC1=NC(=CC(=N1)NC1=NC=C(C(=O)NC([2H])([2H])[2H])C(=C1)NC1=C2N(CC=3N(C2=CC(=C1)F)N=C(N3)C)C)C 6-((2,6-dimethylpyrimidin-4-yl)amino)-4-((8-fluoro-2,5-dimethyl-4,5-dihydro-[1,2,4]triazolo[1,5-a]quinoxalin-6-yl)amino)-N-(methyl-d3)nicotinamide